N-(3-fluoro-4-((1-isopropyl-2-oxo-2,3-dihydro-1H-imidazo[4,5-b]pyridine-7-yl)oxy)phenyl)-1-(p-tolyl)-5-(trifluoromethyl)-1H-pyrazole-4-carboxamide FC=1C=C(C=CC1OC1=C2C(=NC=C1)NC(N2C(C)C)=O)NC(=O)C=2C=NN(C2C(F)(F)F)C2=CC=C(C=C2)C